CN(C(C)=O)C=1C=2N(C(=CC1)C(F)(F)F)N=CN2 N-methyl-N-(5-(trifluoromethyl)-[1,2,4]triazolo[1,5-a]pyridin-8-yl)acetamide